2-(6-bromo-3,3-dimethyl-1-oxoisoindolin-4-yl)acetaldehyde BrC1=CC(=C2C(NC(C2=C1)=O)(C)C)CC=O